C1(CCCC1)[C@H](C1=CC=CC(=N1)C(=O)N1CC2(C3=CC(=CC=C13)NS(=O)(=O)C)CCC1(CC2)CC1)O (R)-N-(1''-(6-(cyclopentyl(hydroxy)methyl)picolinoyl)dispiro[cyclopropane-1,1'-cyclohexane-4',3''-indolin]-5''-yl)methanesulfonamide